O1C[C@H]([C@H](C=C1)CC(=O)O)CC(=O)O.O1C(OC2=C1C=CC(=C2)CN2CC(NCC2)C2=C(C=CC=C2)C(C)C)([2H])[2H] 1-((benzo[d][1,3]dioxol-5-yl-2,2-d2)methyl)-3-(2-isopropylphenyl)piperazine (3s,4r)-3,4-dihydro-2H-pyran-3,4-diyldiacetate